7-cyano-3-(2-{[(1S,3S)-3-({[(2-methylprop-2-yl)oxy]carbonyl}amino)cyclopentyl]amino}-5-(trifluoromethyl)pyrimidin-4-yl)-1H-indole-6-carboxylic acid methyl ester COC(=O)C1=CC=C2C(=CNC2=C1C#N)C1=NC(=NC=C1C(F)(F)F)N[C@@H]1C[C@H](CC1)NC(=O)OC(C)(C)C